2',2'''-(pyridine-2,6-diyl)bis((3,5-diadamantan-1-yl)-[1,1'-biphenyl]-2-ol) N1=C(C=CC=C1C1=C(C=CC=C1)C=1C(=C(C=C(C1)C12CC3CC(CC(C1)C3)C2)C23CC1CC(CC(C2)C1)C3)O)C3=C(C=CC=C3)C=3C(=C(C=C(C3)C31CC2CC(CC(C3)C2)C1)C12CC3CC(CC(C1)C3)C2)O